6-(4-((7-Bromo-2-(2,6-dioxopiperidin-3-yl)-1,3-dioxoisoindolin-5-yl)methyl)piperazine-1-yl)-N-((1r,4r)-4-(3-chloro-4-cyanophenoxy)cyclohexyl)pyridazine-3-carboxamide BrC=1C=C(C=C2C(N(C(C12)=O)C1C(NC(CC1)=O)=O)=O)CN1CCN(CC1)C1=CC=C(N=N1)C(=O)NC1CCC(CC1)OC1=CC(=C(C=C1)C#N)Cl